NC1=C(C(=NN1C(C)C)C(=O)NC=1C(=NC=C(C1)NC(CC(=C=O)NC1=CC=C(C=C1)Cl)=O)F)C(=O)N 5-amino-N3-(5-(3-((4-chlorophenyl)amino)-3-carbonylpropionylamino)-2-fluoropyridin-3-yl)-1-isopropyl-1H-pyrazole-3,4-dicarboxamide